BrC=1C(=CC(=C(C1)C[C@]1(C[C@H](CC1)NS(=O)(=O)C)C(=O)N)F)F (1R,3S)-1-[(5-bromo-2,4-difluorophenyl)methyl]-3-methanesulfonamidocyclopentane-1-carboxamide